3-[2-fluoro-1-(fluoromethyl)ethyl]triazole-4-carboxamide FCC(CF)N1N=NC=C1C(=O)N